Folyl-propionitrile C(CC[C@@H](C(=O)O)NC(=O)C1=CC=C(NCC2=CN=C3N=C(N)NC(=O)C3=N2)C=C1)(=O)C(C#N)C